S1C(=NC2=C1C=CC=C2)C=2C=C(C=CC2)C=2C=C(C(=CC2C2=CC(=CC=C2)C=2SC1=C(N2)C=CC=C1)C1=CC=C(C=C1)N1C2=CC=CC=C2OC=2C=CC=CC12)C1=CC=C(C=C1)N1C2=CC=CC=C2OC=2C=CC=CC12 10,10'-(4',5'-bis(3-(benzo[d]thiazol-2-yl)phenyl)-[1,1':2',1''-terphenyl]-4,4''-diyl)bis(10H-phenoxazine)